FC=1C=C(C=C(C1OC1=CC=NC2=CC(=C(C=C12)OCCO)OC)F)NC(C1=C(C=CC=C1)F)=O N-(3,5-difluoro-4-((6-(2-hydroxyethoxy)-7-methoxyquinolin-4-yl)oxy)phenyl)-2-fluorobenzamide